C(C)C1C(OC1)COCCOCC1OCC1CC ethylene glycol bis(3-ethyloxetanylmeth-yl) ether